CC(CC)(CCCC)O 3-methyl-3-heptanol